C(C)C=1C=NN2C1N=C(C=C2NCC=2C=CC(N(C2)CCOCCOCCC=O)=O)N2[C@@H](CCCC2)CCO 3-[2-[2-[5-[[[3-ethyl-5-[(2S)-2-(2-hydroxyethyl)-1-piperidyl]pyrazolo[1,5-a]pyrimidin-7-yl]amino]methyl]-2-oxo-1-pyridyl]ethoxy]ethoxy]propanal